1-cyclohexyl-5-sulfenyl-1H-tetrazole C1(CCCCC1)N1NN=NC1=S